3-(2-methyl-6-oxo-1,6-dihydropyridin-3-yl)-1-((1R,2S)-2-methylcyclohexyl)-7-(trifluoromethyl)-2,3-dihydroquinazolin-4(1H)-one CC=1NC(C=CC1N1CN(C2=CC(=CC=C2C1=O)C(F)(F)F)[C@H]1[C@H](CCCC1)C)=O